BrC1=C(C(=C(C=C1)C(F)(F)F)F)CCCCl 1-bromo-2-(3-chloropropyl)-3-fluoro-4-(trifluoromethyl)benzene